N-((1S,2R)-2-(4-borono-3-fluorobenzamido)cyclohexyl)-N-(4-borono-3-fluorobenzoyl)glycine B(O)(O)C1=C(C=C(C(=O)N[C@H]2[C@H](CCCC2)N(CC(=O)O)C(C2=CC(=C(C=C2)B(O)O)F)=O)C=C1)F